N'-tetraphenylphenanthrenediamine C1(=CC=CC2=CC=C3C=C4C=CC=CC4=CC3=C12)NC=1C(=C2C=CC3=CC=CC=C3C2=CC1)N